(1R,2S)-5-((2-methyl-[1,1'-biphenyl]-3-yl)methoxy)-1-((2-(4-methylpiperazin-1-yl)ethyl)amino)-2,3-dihydro-1H-inden-2-ol CC1=C(C=CC=C1COC=1C=C2C[C@@H]([C@@H](C2=CC1)NCCN1CCN(CC1)C)O)C1=CC=CC=C1